butyl orthosilicate [Si](OCCCC)([O-])([O-])[O-]